(2R,4S)-4-[[(2S)-2-aminobutyl]amino]-2-(4-dihydroxyboryl-butyl)piperidine-2-carboxylic acid N[C@H](CN[C@@H]1C[C@@](NCC1)(C(=O)O)CCCCB(O)O)CC